tert-butyl (NZ)-N-[(tert-butoxycarbonylamino)-pyrazol-1-yl-methylene]carbamate C(C)(C)(C)OC(=O)N/C(=N/C(OC(C)(C)C)=O)/N1N=CC=C1